C(C)(=O)O[C@H]1[C@H](OC(C)=O)[C@@H](OC(C)=O)[C@H](OC(C)=O)[C@H](O1)COC(C)=O β-D-Glucose Pentaacetate